1-isopropyl-N-(1-(4-(6-oxo-1-(tetrahydrofuran-3-yl)-1,6-dihydropyrimidin-5-yl)phenyl)cyclopropyl)-1H-pyrazolo[3,4-d]Pyrimidine-6-carboxamide C(C)(C)N1N=CC=2C1=NC(=NC2)C(=O)NC2(CC2)C2=CC=C(C=C2)C2=CN=CN(C2=O)C2COCC2